O1[C@H](CCC1)CNC=1N=NC(=C2C1C=NC=C2)C2=CC=C1C(CCO1)=C2O |o1:1| 5-[4-[[rel-(2R)-Tetrahydrofuran-2-yl]methylamino]pyrido[3,4-d]pyridazin-1-yl]-2,3-dihydrobenzofuran-4-ol